O=C1N(CCC1)[C@@H]1CN(CC1)C(=O)OC(C)(C)C tert-butyl (S)-2-oxo-[1,3'-bipyrrolidine]-1'-carboxylate